CC1([C@H]2CN[C@@H]([C@@H]12)C(=O)[O-])C (1R,2S,5S)-6,6-dimethyl-3-azabicyclo[3.1.0]hexane-2-formate